TETRADECATRIENE-8,10-diyne-1,3-diyl-DIACETATE C(=CC(=CC=CCC#CC#CCCC)CC(=O)[O-])CC(=O)[O-]